FC1(CCC2=C1N=C(N=C2C=2C=NNC2)N2[C@H](CC2)C)F (S)-7,7-difluoro-2-(2-methylazetidin-1-yl)-4-(1H-pyrazol-4-yl)-6,7-dihydro-5H-cyclopenta[d]pyrimidine